(E)-N-(4-methoxyphenylpropyl)-3-phenoxycinnamamide COC1=CC=C(C=C1)CCCNC(\C=C\C1=CC(=CC=C1)OC1=CC=CC=C1)=O